OC1=CC=C(C2OC3=CC(=CC(=C3C(C2)=O)O)O)C=C1 4',5,7-trihydroxyflavanone